C1(=CC=CC=C1)C=1C=CC=2N(C3=CC=C(C=C3C2C1)C1=CC=CC=C1)CCCCP(O)(O)=O 4-(3,6-diphenyl-9H-carbazol-9-yl)butyl-phosphonic acid